N-cyclohexyl-N'-[4-(2,3-epoxypropoxy)phenyl]urea C1(CCCCC1)NC(=O)NC1=CC=C(C=C1)OCC1CO1